C(C=C(C)CCC=C(C)CCC=C(C)C)OC1=CC=C(C=C1)CCC(=O)O 3-(4-farnesyloxy-phenyl)-propionic acid